IC1=NC(=C2N=CN(C2=N1)[C@@H]1[C@@H]2[C@]([C@@H]3[C@H]1OC(O3)(C)C)(C2)C(=O)OCC)N[C@@H](C2CC2)C2CCC2 Ethyl (3aR,3bS,4aS,5R,5aS)-5-(2-iodo-6-(((S)-cyclobutyl(cyclopropyl)methyl)amino)-9H-purin-9-yl)-2,2-dimethyltetrahydrocyclopropa[3,4]cyclopenta[1,2-d][1,3]dioxole-3b(3aH)-carboxylate